3-cyclopentylpropyl-formyl chloride C1(CCCC1)CCCC(=O)Cl